NC1=CC=C(C=N1)C1=CC(=NC2=C(C(=CC=C12)Cl)Cl)N1C(CCC1)COCCC(=O)O 3-((1-(4-(6-aminopyridin-3-yl)-7,8-dichloroquinolin-2-yl)pyrrolidin-2-yl)methoxy)propanoic acid